[1,3]dioxazine O1NOCC=C1